C1=CC=CC=2C3=CC=CC=C3C(C12)COC(=O)C(C(=O)O)(CCCCCC)NC 9H-fluoren-9-ylmethoxycarbonyl(methyl)aminooctanoic acid